C(CC)C1=C(C(C2=C(N1)COC2=O)C2=C(C=CC=C2)[N+](=O)[O-])C(=O)OCCC propyl 2-propyl-4-(2-nitrophenyl)-5-oxo-1,4,5,7-tetrahydrofuro[3,4-b]pyridin-3-carboxylate